2-(6-Chloro-4-(((3,3,3-trifluoro-2-methylpropyl)amino)methyl)pyridin-2-yl)-6-(3-((4-methyl-4H-1,2,4-triazol-3-yl)methyl)oxetan-3-yl)isoindolin-1-one ClC1=CC(=CC(=N1)N1C(C2=CC(=CC=C2C1)C1(COC1)CC1=NN=CN1C)=O)CNCC(C(F)(F)F)C